CC(CCCC)CCC(CCCCC(CCCC)C)C 5,8,13-trimethyl-heptadecane